methylene(3-oxo-1H-indene) C=C1CC(C2=CC=CC=C12)=O